(4aR,7aS)-1-(2,4,5-Trimethoxybenzyl)tetrahydrofuro[3,4-b]pyrazine-2,3(1H,4H)-dione Dimethyloxalate COC(C(=O)OC)=O.COC1=C(CN2[C@H]3[C@@H](NC(C2=O)=O)COC3)C=C(C(=C1)OC)OC